2',6-difluoro-5'-[3-(1-hydroxy-1-methylethyl)imidazo[1,2-b][1,2,4]triazin-7-yl]biphenyl-2-carbonitrile FC1=C(C=C(C=C1)C1=CN=C2N1N=CC(=N2)C(C)(C)O)C=2C(=CC=CC2F)C#N